COC1=NC2=C(C=C(C(=C2C(=C1)C)OC1=CC(=CC=C1)C(F)(F)F)OC)C(CCC(C)N)N (2,6-dimethoxy-4-methyl-5-(3-(trifluoromethyl)phenoxy)-8-quinolyl)-1,4-pentanediamine